FC1=C2C(=CN(C2=CC=C1)C(=O)OC(C)(C)C)C=1C=C(SC1)C(CC(=O)OC)=O methyl 3-(4-(4-fluoro-1-Boc-1H-indol-3-yl) thiophen-2-yl)-3-oxopropanoate